methyl 2-bromo-4-formylbenzoate BrC1=C(C(=O)OC)C=CC(=C1)C=O